COC1=C(OC2=CC=C(C=C2)C(C)=O)C=CC=C1 1-(4-(2-methoxyphenoxy)phenyl)ethanone